C(C)C1CCC(CC1)C=1SC(=C(C1F)F)B1OC(C)(C)C(C)(C)O1 2-(4-ethylcyclohexyl)-3,4-difluoro-5-thiophenylboronic acid pinacol ester